(E)-6-(4-amino-styryl)-3,4-dihydroxy-2H-pyran-2-one NC1=CC=C(/C=C/C2=CC(=C(C(O2)=O)O)O)C=C1